4-(dimethylphosphoryl)-6-phenylpyridin-3-amine CP(=O)(C)C1=C(C=NC(=C1)C1=CC=CC=C1)N